C(C=C)(=O)N (2E)-2-Propenamide